8-(acetylamino)-N-[(4S)-3,4-dihydro-2H-chromen-4-yl]-4-(morpholin-4-yl)quinoline-3-carboxamide C(C)(=O)NC=1C=CC=C2C(=C(C=NC12)C(=O)N[C@H]1CCOC2=CC=CC=C12)N1CCOCC1